C(C1=CC=CC=C1)N1C(C(=CC(=C1)C(=O)NC1(CC1)CCC)C(=O)NC)=O 1-benzyl-N3-methyl-2-oxo-N5-(1-propylcyclopropyl)-1,2-dihydropyridine-3,5-dicarboxamide